C1(CCC1)CN(C(OC(C)(C)C)=O)[C@H]1CN(CCC1)C=1C=NC(=CC1)C1(COC1)C(NC1=C2C=NN(C2=CC(=C1)OC)C1OCCCC1)=O tert-butyl (cyclobutylmethyl)((3R)-1-(6-(3-((6-methoxy-1-(tetrahydro-2H-pyran-2-yl)-1H-indazol-4-yl)carbamoyl)oxetan-3-yl)pyridin-3-yl)piperidin-3-yl)carbamate